[W]=O.[Cs] cesium-tungsten oxide